(7-(hydroxyamino)-7-oxoheptyl)-5-isobutyl-1,3,4,5-tetrahydro-2H-pyrido[4,3-b]indole-2-carboxamide ONC(CCCCCCC1N(CCC=2N(C=3C=CC=CC3C21)CC(C)C)C(=O)N)=O